CC(C(C(=O)O)O)C.CC(=CC=O)C 3-methyl-2-butenal 3-methyl-2-hydroxybutanoate